ClC=1C(=CC(=C(C1)CC(=O)OCC)OC)CC(C)C ethyl 2-(5-chloro-4-isobutyl-2-methoxyphenyl)acetate